Cl.ClC1=C(C=CC=C1F)C(C)(C)N 2-(2-chloro-3-fluoro-phenyl)propan-2-amine hydrochloride